dimercaptodibutyl-tin S[Sn](CCCC)(CCCC)S